COC(CCC=O)=O 4-oxo-butanoic acid methyl ester